COC=1N=C2C(=CC=NC2=CC1OC)OC1=CC(=C(N)C=C1F)F 4-((6,7-dimethoxy-1,5-naphthyridin-4-yl)oxy)-2,5-difluoroaniline